C(C)(C)(C)OC(N[C@@H]1C2=CC=CC=C2NC12CCN(CC2)C=2C=1N(C(=C(N2)C)Br)N=CC1)=O N-[(3R)-1'-(7-bromo-6-methyl-pyrazolo[1,5-a]pyrazin-4-yl)spiro[indoline-2,4'-piperidin]-3-yl]carbamic acid tert-butyl ester